1-(1-(2,4-difluorophenyl)-5-methyl-1H-1,2,3-triazol-4-yl)propan-1-one FC1=C(C=CC(=C1)F)N1N=NC(=C1C)C(CC)=O